2-(7-bromo-8-((2S,5R)-4-(1-(6-cyclopropylpyridin-3-yl)ethyl)-5-ethyl-2-methylpiperazin-1-yl)-5-methyl-6-oxo-5,6-dihydroimidazo[1,2-b]pyridazin-2-yl)acetonitrile BrC1=C(C=2N(N(C1=O)C)C=C(N2)CC#N)N2[C@H](CN([C@@H](C2)CC)C(C)C=2C=NC(=CC2)C2CC2)C